NC1=NC=NC=C1C1=NC=NC(=C1)N(C(OC(C)(C)C)=O)C(=O)OC(C)(C)C tert-butyl N-{4'-amino-[4,5'-bipyrimidin]-6-yl}-N-(tert-butoxycarbonyl)carbamate